2,4-Dichlorobenzoic acid ClC1=C(C(=O)O)C=CC(=C1)Cl